methyl (Z)-1-(4-amino-2-fluorobut-2-en-1-yl)-4-(3-(N-isopropylsulfamoyl)-4-methoxyphenyl)-1H-benzo[d][1,2,3]triazol-6-carboxylate NC\C=C(\CN1N=NC2=C1C=C(C=C2C2=CC(=C(C=C2)OC)S(NC(C)C)(=O)=O)C(=O)OC)/F